4-[(1-methylpiperidin-4-yl)amino]-1-(propan-2-yl)-1H-indol CN1CCC(CC1)NC1=C2C=CN(C2=CC=C1)C(C)C